2-[6-[3-(Difluoromethyl)-4-fluoro-phenyl]pyrazolo[4,3-b]pyridin-1-yl]-1-(3-ethyl-3-hydroxy-azetidin-1-yl)ethanone FC(C=1C=C(C=CC1F)C=1C=C2C(=NC1)C=NN2CC(=O)N2CC(C2)(O)CC)F